(1R,6S)-5-((7-ethyl-6-carbonyl-5,6-dihydro-1,5-naphthyridin-3-yl)methyl)-2,5-naphthyridin C(C)C=1C(NC=2C=C(C=NC2C1)CN1C=2C=CN=CC2C=CC1)=C=O